(2s,3s)-2-amino-3-((4-fluorobenzyl)oxy)butanamide N[C@H](C(=O)N)[C@H](C)OCC1=CC=C(C=C1)F